2-[2-[(6-chloro-1H-indol-3-yl)sulfonylamino]-4,6-dimethoxy-pyrimidin-5-yl]oxy-2,2-difluoro-acetic acid ethyl ester C(C)OC(C(F)(F)OC=1C(=NC(=NC1OC)NS(=O)(=O)C1=CNC2=CC(=CC=C12)Cl)OC)=O